4-Bromo-3-methyl-1-(oxan-2-yl)pyrazolo[3,4-b]pyridin-5-ol BrC1=C2C(=NC=C1O)N(N=C2C)C2OCCCC2